C1=CC=C(C=C1)C(C(=O)O)N The molecule is an amino acid with a structure in which a phenyl ring is bonded to the alpha-carbon of glycine. It has a role as a human metabolite.